O.[N+](=O)([O-])[O-].[Al+3].[N+](=O)([O-])[O-].[N+](=O)([O-])[O-] aluminum(III) nitrate hydrate